((3-bromo-7-cyanonaphthalen-2-yl)difluoromethyl)phosphonic acid BrC=1C(=CC2=CC(=CC=C2C1)C#N)C(F)(F)P(O)(O)=O